N-[9-[(2R,4S,5R)-5-[[bis(4-methoxyphenyl)-phenyl-methoxy]methyl]-4-hydroxy-tetrahydrofuran-2-yl]purin-6-yl]benzamide COC1=CC=C(C=C1)C(OC[C@@H]1[C@H](C[C@@H](O1)N1C2=NC=NC(=C2N=C1)NC(C1=CC=CC=C1)=O)O)(C1=CC=CC=C1)C1=CC=C(C=C1)OC